6-(6-chloro-4-{2,5-diazabicyclo[2.2.1]hept-2-yl}-8-fluoro-2-{[(2S)-1-methylpyrrolidin-2-yl]methoxy}quinazolin-7-yl)-4-methyl-5-(trifluoromethyl)pyridin-2-amine ClC=1C=C2C(=NC(=NC2=C(C1C1=C(C(=CC(=N1)N)C)C(F)(F)F)F)OC[C@H]1N(CCC1)C)N1C2CNC(C1)C2